(S)-2-Methyl-7-((R)-3-methylmorpholin-4-yl)-1-(2-oxo-2-pyridin-2-ylethyl)-2-trifluoromethyl-2,3-dihydro-1H-imidazo[1,2-a]-pyrimidin-5-one C[C@@]1(N(C=2N(C(C=C(N2)N2[C@@H](COCC2)C)=O)C1)CC(C1=NC=CC=C1)=O)C(F)(F)F